ClC1=CC=C(C=C1)N1C(C=2N([C@H](C1)C)N=CC2C=2C=CC=1N(C2)C=CN1)=O (7S)-5-(4-chlorophenyl)-3-(imidazo[1,2-a]pyridin-6-yl)-7-methyl-6,7-dihydropyrazolo[1,5-a]pyrazin-4(5H)-one